1-(3-(pyridin-4-yl)-1H-pyrazol-5-yl)-3-(3,4,5-trifluorobenzyl)urea N1=CC=C(C=C1)C1=NNC(=C1)NC(=O)NCC1=CC(=C(C(=C1)F)F)F